3-vinylbicyclo[4.2.0]oct-1,3,5-triene C(=C)C=1C=C2CCC2=CC1